[B].[Fe].[Ho] holmium-iron-boron